2,4,5-trimethyl-cinnamic acid CC1=C(C=CC(=O)O)C=C(C(=C1)C)C